6-(morpholin-4-yl)pyridin N1(CCOCC1)C1=CC=CC=N1